1-(1-methyl-1H-pyrazol-5-yl)-3-(4-(4-morpholinyl-6-(5-(morpholinomethyl)thien-2-yl)-1,3,5-triazin-2-yl)phenyl)urea CN1N=CC=C1NC(=O)NC1=CC=C(C=C1)C1=NC(=NC(=N1)N1CCOCC1)C=1SC(=CC1)CN1CCOCC1